6-(4-(2,2,2-trifluoroethyl)piperazin-1-yl)pyridin FC(CN1CCN(CC1)C1=CC=CC=N1)(F)F